(+)-trans-2-(2-chloro-4-trifluoromethyl-phenyl)-5,7-dihydroxy-8-(2-hydroxy-methyl-1-methylpyrrolidin-3-yl)-benzopyran-4-one ClC1=C(C=CC(=C1)C(F)(F)F)C=1OC2=C(C(C1)=O)C(=CC(=C2[C@H]2[C@@](N(CC2)C)(O)C)O)O